2,3-diethoxypropane C(C)OC(C)COCC